(2S)-2,4-dimethyl-4-nitro-pentanoic acid methyl ester COC([C@H](CC(C)([N+](=O)[O-])C)C)=O